(4-chloro-3-methoxybenzyl)-1H-indazole-3-carbonyl chloride ClC1=C(C=C(CN2N=C(C3=CC=CC=C23)C(=O)Cl)C=C1)OC